2,4,6-tris(3,4-difluorophenyl)-boroxin FC=1C=C(C=CC1F)B1OB(OB(O1)C1=CC(=C(C=C1)F)F)C1=CC(=C(C=C1)F)F